SCCCCCCC#CO 8-mercapto-1-octynol